2-amino-4-bromo-5-((tetrahydrofuran-3-yl)oxy)benzamide NC1=C(C(=O)N)C=C(C(=C1)Br)OC1COCC1